6-(2-Hydroxy-2-(2-(pyrrolidin-1-yl)pyridin-4-yl)acetyl)-2-(1-phenylcyclopropyl)-5,6,7,8-tetrahydropyrido[4,3-d]pyrimidin-4(3H)-one OC(C(=O)N1CC2=C(N=C(NC2=O)C2(CC2)C2=CC=CC=C2)CC1)C1=CC(=NC=C1)N1CCCC1